(2-chlorophenyl)-[6-(3-chlorophenyl)-1-hydroxy-2,3,1-benzodiazaborinin-2-yl]methanone ClC1=C(C=CC=C1)C(=O)N1B(C2=C(C=N1)C=C(C=C2)C2=CC(=CC=C2)Cl)O